rel-(trans)-4-((tetrahydro-2H-pyran-4-yl)methyl)pyrrolidine-3-carbonitrile O1CCC(CC1)C[C@H]1[C@@H](CNC1)C#N